FC(C1=CN=C(S1)C(=O)N[C@@H]1C[C@@H](CCC1)N1C(=NC2=C1C=NC(=C2)N2N=CC=N2)C2=C(C=CC=C2)F)F 5-(difluoromethyl)-N-((1S,3R)-3-(2-(2-fluorophenyl)-6-(2H-1,2,3-triazol-2-yl)-3H-imidazo[4,5-c]pyridin-3-yl)cyclohexyl)thiazole-2-carboxamide